CN1C=CC2=C(C=CC=C12)OC1=CC=C(C=C1)C(F)(F)F 1-methyl-4-(4-(trifluoromethyl)phenoxy)-1H-indole